6,6'-dibromo-2,2'-dihydroxyl-1,1'-binaphthyl BrC=1C=C2C=CC(=C(C2=CC1)C1=C(C=CC2=CC(=CC=C12)Br)O)O